4-(methylamino)benzoyl-acetonitrile CNC1=CC=C(C(=O)CC#N)C=C1